FC1=CC=C(C=N1)N1N=C(C2=CC=CC(=C12)C)C1=C2C=CN=CC2=CC=C1 5-[1-(6-fluoropyridin-3-yl)-7-methyl-1H-indazol-3-yl]isoquinoline